glucose 6-O-octanoate C(CCCCCCC)(=O)OC[C@H]([C@H]([C@@H]([C@H](C=O)O)O)O)O